1-[5-[6-[5-[(6-isopropylpyrazin-2-yl)amino]-1-methyl-pyrazol-4-yl]-3-pyridyl]-2-pyridyl]cyclopropanecarboxylic acid C(C)(C)C1=CN=CC(=N1)NC1=C(C=NN1C)C1=CC=C(C=N1)C=1C=CC(=NC1)C1(CC1)C(=O)O